ClC1=CC=C2C(=CNC2=C1N1N=CC=N1)S(=O)(=O)NC=1C=NN(C1Cl)CCCl 6-chloro-N-(5-chloro-1-(2-chloroethyl)-1H-pyrazol-4-yl)-7-(2H-1,2,3-triazol-2-yl)-1H-indole-3-sulfonamide